5-chloro-N4-(cyclobutylmethyl)-N2-(2-methoxy-4-(methylsulfonyl)phenyl)-7H-pyrrolo[2,3-d]pyrimidine-2,4-diamine ClC1=CNC=2N=C(N=C(C21)NCC2CCC2)NC2=C(C=C(C=C2)S(=O)(=O)C)OC